(4-bromo-3-fluorophenyl)-4-hydroxypiperidine-1-carboxylic acid tert-butyl ester C(C)(C)(C)OC(=O)N1C(CC(CC1)O)C1=CC(=C(C=C1)Br)F